1,3-bis(3-methyl-4-hydroxyphenyl)-3-(4-hydroxyphenyl)butane CC=1C=C(C=CC1O)CCC(C)(C1=CC=C(C=C1)O)C1=CC(=C(C=C1)O)C